FC(C(=O)N1CC2(C1)C=C(C(C(C2)(C)C)=O)C#N)(C2=CC=CC=C2)F 2-[difluoro(phenyl)acetyl]-8,8-dimethyl-7-oxo-2-azaspiro[3.5]non-5-ene-6-carbonitrile